COC(=O)C1=C(N(C2=CC=C(C=C12)[N+](=O)[O-])[C@H](C)C1CCNCC1)C (R)-2-methyl-5-nitro-1-(1-(piperidin-4-yl)ethyl)-1H-indole-3-carboxylic acid methyl ester